4-{2-[(Biphenyl-4-ylmethyl)-amino]-ethyl}-2,6-bis-{[(4-pentyl-benzyl)-pyridin-2-ylmethyl-amino]-methyl}-phenol C1(=CC=C(C=C1)CNCCC1=CC(=C(C(=C1)CN(CC1=NC=CC=C1)CC1=CC=C(C=C1)CCCCC)O)CN(CC1=NC=CC=C1)CC1=CC=C(C=C1)CCCCC)C1=CC=CC=C1